C(C(C)(C)C)NCCNCC(C)(C)C N1,N2-di-neo-pentylethane-1,2-diamine